(E)-N-(5-(3-Fluorostyryl)-2-methoxyphenyl)-1-methyl-5-oxopyrrolidine-2-carboxamide FC=1C=C(/C=C/C=2C=CC(=C(C2)NC(=O)C2N(C(CC2)=O)C)OC)C=CC1